N-((3R,4S)-3-fluoro-1-methylpiperidin-4-yl)-5-(1-(2-fluoroethyl)-1H-benzo[d][1,2,3]triazol-6-yl)-4-(methoxy-d3)pyrrolo[2,1-f][1,2,4]triazin-2-amine F[C@@H]1CN(CC[C@@H]1NC1=NN2C(C(=N1)OC([2H])([2H])[2H])=C(C=C2)C=2C=CC1=C(N(N=N1)CCF)C2)C